C(C)(C)(C)[Si](C)(C)C=1SC(=C(N1)I)C tert-butyl-(4-iodo-5-methyl-thiazol-2-yl)-dimethyl-silane